methyl 3-((1-(4-fluorophenyl)-2-methoxy-2-oxoethyl) (methyl) amino)-3-oxopropanoate FC1=CC=C(C=C1)C(C(=O)OC)N(C(CC(=O)OC)=O)C